4-(2-anilinopyrimidin-4-yl)-6-(2-chlorophenyl)-1H-pyridin-2-one N(C1=CC=CC=C1)C1=NC=CC(=N1)C1=CC(NC(=C1)C1=C(C=CC=C1)Cl)=O